CC=1C=C(C=CC1C)N1N=C(C=2C=NC=3C=CC(=CC3C21)OC)C=2C=C(C=CC2)N(CCCN(C)C)C N-{3-[1-(3,4-dimethylphenyl)-8-methoxy-1H-pyrazolo[4,3-c]quinolin-3-yl]phenyl}-N,N',N'-trimethylpropane-1,3-diamine